N[C@H]1[C@@H](CC[C@H](C2=NC=CC=C21)OC(=O)N2CC[C@@]1(C3=C(NC(O1)=O)N=CC=C3)CCC2)C2=C(C(=CC=C2)F)F (5S,6S,9R)-5-amino-6-(2,3-difluorophenyl)-6,7,8,9-tetrahydro-5H-cyclohept[b]pyridin-9-yl-(R)-2'-oxo-1',2'-dihydrospiro[azepane-4,4'-pyrido[2,3-d][1,3]oxazine]-1-Formate